(4-hydroxyphenyl)-butan-2-one OC1=CC=C(C=C1)CC(CC)=O